aminovinylsulfonyl fluoride NC=CS(=O)(=O)F